C(CCCCCCCCCCC)(=O)OCCCCCCCCCCCCCCCCCCCC icosyl dodecanoate